NC=1C=C(C=C(C1)[N+](=O)[O-])B(O)O 3-amino-5-nitrophenylboronic acid